OC1CC(CCC1)NS(=O)(=O)C1=CC(=CC=C1)C N-(3-hydroxycyclohexyl)-3-methylbenzenesulfonamide